propyl 2-(3-(3-(methoxycarbonyl)-5-(5-methyl-1,2,4-oxadiazol-3-yl) benzoylamino) propionylamino)-4-methylthiazole-5-carboxylate COC(=O)C=1C=C(C(=O)NCCC(=O)NC=2SC(=C(N2)C)C(=O)OCCC)C=C(C1)C1=NOC(=N1)C